C(CCCCCCCCC)N1C=[N+](C=C1)CCCCCCCCCC 1,3-didecylimidazolium